N1=CC(=CC=C1)C(CC(=O)C1=CC=C(C=C1)C)CC(=O)C1=CC=C(C=C1)C 3-(pyridin-3-yl)-1,5-di-p-tolylpentane-1,5-dione